C(C)(C)(C)OC(NC1CCC(CC1)OC1=C2C=C(C=NC2=CC(=N1)N1CCOCC1)C(N)=O)=O.CC1NCCC(C1)N1CCOCC1 2-methyl-4-(morpholin-4-yl)piperidine tert-Butyl-N-[4-[(3-carbamoyl-7-morpholino-1,6-naphthyridin-5-yl)oxy]cyclohexyl]carbamate